C1=CC=C(C(=C1)NC(=O)C2=C(C=CC(=C2)Cl)O)Cl 5-chloro-N-(2-chlorophenyl)-2-hydroxybenzamide